ClC1=C(C=CC=C1)[C@@H](C)OC(=O)NCC=1C(=NOC1C1=CC=C(C(=N1)C)NC(=O)C1C(CCCC1)C(=O)O)C 2-((6-(4-(((((R)-1-(2-chlorophenyl)ethoxy)carbonyl)amino)methyl)-3-methylisoxazol-5-yl)-2-methylpyridin-3-yl)carbamoyl)cyclohexane-1-carboxylic acid